bis[2,6-di-tert-butyl-4-hydroxyphenyl]pentaerythritol C(C)(C)(C)C1=C(C(=CC(=C1)O)C(C)(C)C)C(O)(C(CO)(CO)CO)C1=C(C=C(C=C1C(C)(C)C)O)C(C)(C)C